FC=1C(=NC=C(C1)C(F)(F)F)[C@@H]1C[C@H](C1)OC1=CC=C(C=N1)C1=CC(=NO1)O 5-[6-({trans-3-[3-fluoro-5-(trifluoromethyl)pyridin-2-yl]-cyclobutyl}-oxy)pyridin-3-yl]isoxazol-3-ol